(R)-N-(2-Methoxy-1-phenylethyl)-4-(2-((4-morpholinophenyl)amino)pyrimidin-4-yl)benzamide COC[C@@H](C1=CC=CC=C1)NC(C1=CC=C(C=C1)C1=NC(=NC=C1)NC1=CC=C(C=C1)N1CCOCC1)=O